FC=1C(=NC=CC1)N(NCC1=NC=C(C=C1)C(F)(F)F)C 3-fluoro-2-(1-methyl-2-((5-(trifluoromethyl)pyridin-2-yl)methyl)hydrazino)pyridine